methyl N-[5-[6-[(3-methoxyphenyl)-[2-(methylamino)-2-oxo-ethyl]carbamoyl] imidazo[1,2-a]pyridin-3-yl]-2-pyridyl]carbamate COC=1C=C(C=CC1)N(C(=O)C=1C=CC=2N(C1)C(=CN2)C=2C=CC(=NC2)NC(OC)=O)CC(=O)NC